C(CCCCCCCCCCC\C=C/CCCCCCCC)(=O)OCCCCCCCC\C=C/CCCCCCCC Oleyl erucate